N1=C(SC2=NC=CC=C21)C(C)O 1-(thiazolo[5,4-b]pyridin-2-yl)ethan-1-ol